FC(C=1C=C(C=NC1N1N=CC=C1)NC(=O)C=1C=NN(C1C(F)(F)F)C1=CC=CN2C1=NC=CC2=O)F N-(5-(difluoromethyl)-6-(1H-pyrazol-1-yl)pyridin-3-yl)-1-(4-oxo-4H-pyrido[1,2-a]pyrimidin-9-yl)-5-(trifluoromethyl)-1H-pyrazole-4-carboxamide